formyltetralin C(=O)C1CCCC2=CC=CC=C12